2,3-dimethyltetramethylene diisocyanate CC(CN=C=O)C(CN=C=O)C